ethyl 2-(piperidin-4-yl)acetate, trifluoroacetic acid salt FC(C(=O)O)(F)F.N1CCC(CC1)CC(=O)OCC